CC(C)(C)OC(=O)N1C(CNCC1)C1=NC(=NC(=C1)Cl)NCC1=C(C=C(C=C1)Br)Cl (2-{[(4-bromo-2-chlorophenyl)methyl]amino}-6-chloropyrimidin-4-yl)piperazine-1-carboxylic acid 2-methylpropan-2-yl ester